N-(4-amino-1H-pyrazolo[4,3-c]pyridin-7-yl)-2-oxo-2-[rac-(2S,4R,5S)-2-(4-fluorophenyl)-4-methoxy-5-methyl-1-piperidyl]acetamide NC1=NC=C(C2=C1C=NN2)NC(C(N2[C@@H](C[C@H]([C@H](C2)C)OC)C2=CC=C(C=C2)F)=O)=O |r|